ClC=1C(=NC=CC1C1=NC(=C(C=C1)CN(C(OC(C)(C)C)=O)C[C@H]1NC(CC1)=O)OC)C1=C(C(=CC=C1)NC(C1=NC=C(C(=C1)OC)C=O)=O)Cl tert-butyl (S)-((3'-chloro-2'-(2-chloro-3-(5-formyl-4-methoxypicolinamido)phenyl)-6-methoxy-[2,4'-bipyridin]-5-yl)methyl)((5-oxopyrrolidin-2-yl)methyl)carbamate